C(C)O[Si](C(CSSCC(C)[Si](OCC)(OCC)OCC)C)(OCC)OCC 2-triethoxysilylpropyl disulfide